N-methyl-N-(2,2,8,11-tetramethyl-4-oxo-3-oxa-5,8,11-triazatridecan-13-yl)glycine CN(CC(=O)O)CCN(CCN(CCNC(OC(C)(C)C)=O)C)C